C1=CC=CC=2C3=CC=CC=C3C(=CC12)C1=NC=CC(=C1)B1OC(C(O1)(C)C)(C)C 2-(9-phenanthryl)-4-(4,4,5,5-tetramethyl-1,3,2-dioxaborolan-2-yl)pyridine